ethyl 2-[[6-benzyloxy-10-(4-chlorophenyl)-2-methyl-[1,2,4]triazolo[5,1-a]isoquinoline-5-carbonyl]amino]acetate C(C1=CC=CC=C1)OC1=C(N2C(C3=C(C=CC=C13)C1=CC=C(C=C1)Cl)=NC(=N2)C)C(=O)NCC(=O)OCC